C(C(=C)C)(=O)OCCOC(=O)C1=C(C(=O)O)C=C(C(=C1)C(=O)O)C(=O)OCCOC(C(=C)C)=O 2,5-bis{[2-(methacryloyloxy)ethoxy]carbonyl}-terephthalic acid